FC(CNC=1N=CC2=C(N1)NC=C2C=2C=CC=1N(C2)C=CN1)(C)C N-(2-fluoro-2-methylpropyl)-5-(imidazo[1,2-a]pyridin-6-yl)-7H-pyrrolo[2,3-d]pyrimidin-2-amine